7-(6-(1-(1-(4-fluorophenyl)-2-methylpropyl)-1H-pyrazol-4-yl)pyridin-2-yl)-[1,2,4]triazolo[1,5-a]pyridin-2-amine FC1=CC=C(C=C1)C(C(C)C)N1N=CC(=C1)C1=CC=CC(=N1)C1=CC=2N(C=C1)N=C(N2)N